FC(C=1C=CC=C(CC#N)C1)(F)F 5-trifluoromethylbenzyl cyanide